C[Si](C)(C)CC[Si](OCC)(OCC)OCC (trimethylsilyl)-2-(triethoxysilyl)-ethane